N1(N=CC=C1)C1=CC=C(C=C1)[C@@H]1CN(CC[C@H]1CC1=C2C=CN(C2=C(C=C1C)C)C(=O)OC(C)(C)C)CC(F)(F)F tert-butyl 4-(((3R,4R)-3-(4-(1H-pyrazol-1-yl)phenyl)-1-(2,2,2-trifluoroethyl) piperidin-4-yl) methyl)-5,7-dimethyl-1H-indole-1-carboxylate